2,2,6,6-tetraethyl-4-(4-nitrobenzo[1,2,5]oxadiazol-7-ylamino)piperidin C(C)C1(NC(CC(C1)NC1=CC=C(C2=NON=C21)[N+](=O)[O-])(CC)CC)CC